O1CCN(CC1)CCN1C=NC2=CC=CC=C2C1=O 3-(2-morpholinoethyl)quinazolin-4(3H)-one